C(C=C)(=O)N1C[C@H](CC1)C1=CN(C=2C(=NNC(C21)=O)N)C2=CC=C(C=C2)OC2=CC=CC=C2 (R)-3-(1-Acryloylpyrrolidin-3-yl)-7-amino-1-(4-phenoxyphenyl)-1,5-dihydro-4H-pyrrolo[2,3-d]pyridazin-4-on